2,3-dichloro-acrylic acid ethyl ester C(C)OC(C(=CCl)Cl)=O